C(C)(C)(C)C=1C(=C(C=C(C1)SC(C)(C)SC1=CC(=C(C(=C1)C(C)(C)C)O)C(C)(C)C)C(CCNCC(=O)[O-])(C)C)O (3-(3-(tert-butyl)-5-((2-((3,5-di-tert-butyl-4-hydroxyphenyl) thio)propan-2-yl)thio)-2-hydroxyphenyl)-3-methylbutyl)aminoacetate